2-fluoro-4-methyl-5-(N-(1-methylcyclopropyl)sulfamoyl)benzamide FC1=C(C(=O)N)C=C(C(=C1)C)S(NC1(CC1)C)(=O)=O